bis(triethoxysiloxy)-4,4'-bis(4-aminobenzoylamino)biphenyl (Z)-ethyl-3-(4-(1-(4-(trifluoromethoxy)phenyl)-1H-1,2,4-triazol-3-yl)phenyl)but-2-enoate C(C)OC(\C=C(\C)/C1=CC=C(C=C1)C1=NN(C=N1)C1=CC=C(C=C1)OC(F)(F)F)=O.C(C)O[Si](OC=1C(=C(C=CC1NC(C1=CC=C(C=C1)N)=O)C1=CC=C(C=C1)NC(C1=CC=C(C=C1)N)=O)O[Si](OCC)(OCC)OCC)(OCC)OCC